N-(quinolin-8-yl)-4-chlorobenzamide N1=CC=CC2=CC=CC(=C12)NC(C1=CC=C(C=C1)Cl)=O